ClC1=CC=C(C=C1C1=C(C=CC=C1C)C)C=1NC(=C([N+]1[O-])C(NC1=CC(=CC=C1)C(F)(F)C1CC1)=O)C 2-(6-chloro-2',6'-dimethyl-[1,1'-biphenyl]-3-yl)-4-((3-(cyclopropyldifluoromethyl)phenyl)carbamoyl)-5-methyl-1H-imidazole 3-oxide